tert-butyl (2S,3S)-3-[tert-butyl(dimethyl)silyl]oxy-2-(m-tolylcarbamoyl)pyrrolidine-1-carboxylate [Si](C)(C)(C(C)(C)C)O[C@@H]1[C@H](N(CC1)C(=O)OC(C)(C)C)C(NC=1C=C(C=CC1)C)=O